O[C@@H](C)C=1N(C=CN1)CC1=NOC(=C1)C1=CC=C(C=C1)C#CC1CC2(C1)CCN(CC2)CCCC(=O)N (S)-4-(2-((4-(3-((2-(1-hydroxyethyl)-1H-imidazol-1-yl)methyl)isoxazol-5-yl)phenyl)ethynyl)-7-azaspiro[3.5]non-7-yl)butanamide